2-[(2S,SR)-2,5-dimethylpyrrolidin-1-yl]-6-(3-isobutoxyphenyl)-N-[(2-oxo-1H-pyridin-3-yl)sulfonyl]pyridine-3-carboxamide C[C@@H]1N([C@H](CC1)C)C1=NC(=CC=C1C(=O)NS(=O)(=O)C=1C(NC=CC1)=O)C1=CC(=CC=C1)OCC(C)C |&1:3|